S(N)(=O)(=O)C=1C=CC(=NC1)/C=C/C(=O)OCC (E)-ethyl 3-(5-sulfamoylpyridin-2-yl)acrylate